N-[[7-(2,6-dimethylphenyl)-3-quinolyl]methyl]-2,3,4,5,6-pentafluoro-benzenesulfonamide CC1=C(C(=CC=C1)C)C1=CC=C2C=C(C=NC2=C1)CNS(=O)(=O)C1=C(C(=C(C(=C1F)F)F)F)F